C(C)[C@H]1OC2=CC=3C=CC=NC3C=C2CN(C1)CC=1C=C(C=CC1C)C(C(C(=O)O)(C)C)C1=CC2=C(N(N=N2)C)C=C1 3-(3-(((R)-2-ethyl-2,3-dihydro-[1,4]oxazepino[7,6-g]quinolin-4(5H)-yl)methyl)-4-methylphenyl)-2,2-dimethyl-3-(1-methyl-1H-benzo[d][1,2,3]triazol-5-yl)propanoic acid